N-(4-Methyl-3-{4-[5-(1-methyl-1H-pyrazol-3-yl)-pyridin-3-yl]-pyrimidin-2-ylamino}-phenyl)-4-(4-methyl-piperazin-1-yl)-benzamide CC1=C(C=C(C=C1)NC(C1=CC=C(C=C1)N1CCN(CC1)C)=O)NC1=NC=CC(=N1)C=1C=NC=C(C1)C1=NN(C=C1)C